C(C1=CC=CC=C1)NC([C@@H](C)N1C(C(C(C1=O)([2H])[2H])([2H])[2H])=O)=O (R,S)-N-benzyl-2-(2,5-dioxopyrrolidin-1-yl-3,3,4,4-d4)propanamide